N-(2-(2,6-dioxopiperidin-3-yl)-1-oxoisoindolin-5-yl)-2-(methoxymethyl)-5-(trifluoromethyl)-2,3-dihydro-1H-pyrrolo[2,3-c]pyridine-1-carboxamide O=C1NC(CCC1N1C(C2=CC=C(C=C2C1)NC(=O)N1C(CC=2C1=CN=C(C2)C(F)(F)F)COC)=O)=O